6-chloro-N-(2-pyridylmethyl)-[1,2,4]triazolo[4,3-b]pyridazin-8-amine ClC=1C=C(C=2N(N1)C=NN2)NCC2=NC=CC=C2